CC1(OB(OC1(C)C)C1=CC=C(C=C1)C1=CC=C2C=CC3=CC=CC4=CC=C1C2=C34)C 4,4,5,5-tetramethyl-2-[4-(1-pyrenyl)phenyl]-1,3,2-dioxaborolane